C(C)(C)(C)OC(=O)N1CCN(CC1)C1=C2C(=C(NC2=C(C=C1F)C#N)C)C 4-(7-cyano-5-fluoro-2,3-dimethyl-1H-indol-4-yl)piperazine-1-carboxylic acid tert-butyl ester